5-bromo-3-methyl-1H-indazol BrC=1C=C2C(=NNC2=CC1)C